(7-(dimethylphosphoryl)-1-oxo-2,3-dihydro-1H-inden-4-yl)-3-fluoro-5,6-dihydronaphthalene-1-carbonitrile CP(=O)(C)C=1C=CC(=C2CCC(C12)=O)C1=C(C=2C=CCCC2C=C1F)C#N